6-methyl-4-[5-(methylsulfonyl)-2-(quinolin-6-yloxy)phenyl]-1,6-dihydro-7H-pyrrolo[2,3-c]pyridin-7-one CN1C(C2=C(C(=C1)C1=C(C=CC(=C1)S(=O)(=O)C)OC=1C=C3C=CC=NC3=CC1)C=CN2)=O